FC1(C(C1)CC(C(=O)O)=O)F 3-(2,2-difluorocyclopropyl)-2-oxopropanoic acid